FC=1C=CC=C2C(CCSC12)=O 8-fluoro-2,3-dihydro-4H-thiochromen-4-one